tert-Butyl (1R,5S,6r)-6-((2-methyl-1-((3-methylpyridin-2-yl)oxy)propan-2-yl)carbamoyl)-3-azabicyclo[3.1.0]hexane-3-carboxylate CC(COC1=NC=CC=C1C)(C)NC(=O)C1[C@H]2CN(C[C@@H]12)C(=O)OC(C)(C)C